O=C1NC=CC=C1S(=O)(=O)NC(=O)C=1C(=NC(=CC1)C1CCC(CC1)C(F)(F)F)N1C(C[C@@H](C1)C)(C)C N-[(2-Oxo-1H-pyridin-3-yl)sulfonyl]-6-[4-(trifluoromethyl)cyclohexyl]-2-[(4S)-2,2,4-trimethylpyrrolidin-1-yl]pyridin-3-carboxamid